3-(3-methoxy-4-{[5-(nitrooxy)pentyl]oxy}phenyl)acrylic acid COC=1C=C(C=CC1OCCCCCO[N+](=O)[O-])C=CC(=O)O